3-((2-chloro-6-methoxyphenyl)amino)-4-(methyl((5-(5-(trifluoromethyl)-1,2,4-oxadiazol-3-yl)pyridin-2-yl)methyl)amino)cyclobut-3-ene-1,2-dione ClC1=C(C(=CC=C1)OC)NC=1C(C(C1N(CC1=NC=C(C=C1)C1=NOC(=N1)C(F)(F)F)C)=O)=O